(3S,5S,8R,9S,10S,13S,14S,17S)-3-ethyl-l-7-((1R,4S)-1-fluoro-4-hydroxy-5-methylhexyl)-10,13-dimethylhexadecahydro-1H-cyclopenta[a]phenanthren-3-ol C(C)[C@@]1(CC[C@@]2([C@H]3CC[C@@]4(CCC[C@H]4[C@H]3C(C[C@H]2C1)[C@@H](CC[C@@H](C(C)C)O)F)C)C)O